C(=O)O.NC1CN(CCC1)C(CNC(C1=C(C=C(C=C1)NC=1C=2N(C=CN1)C(=CN2)C=2C(=NN(C2)CC(F)F)C(F)(F)F)CC)=O)=O N-[2-(3-amino-1-piperidyl)-2-oxo-ethyl]-4-[[3-[1-(2,2-difluoroethyl)-3-(trifluoromethyl)pyrazol-4-yl]imidazo[1,2-a]pyrazin-8-yl]amino]-2-ethyl-benzamide formate